[Ga].[Ca] calcium-gallium